CC1=NOC(=C1)C1=CC=C(C=C1)[N+](=O)[O-] 3-methyl-5-(4-nitrophenyl)isoxazole